ClC(OC1=CC=C(C=C1)NC(=O)C1=CC2=C(N(C=N2)C(C)C)C(=C1)C=1C=C2C(=NC1)CN(C2=O)C)(F)F N-(4-(chlorodifluoromethoxy)phenyl)-1-isopropyl-7-(6-methyl-5-oxo-6,7-dihydro-5H-pyrrolo[3,4-b]pyridin-3-yl)-1H-benzo[d]imidazole-5-carboxamide